(S)-methyl 6-amino-2-(((benzyloxy)carbonyl)amino)hexanoate NCCCC[C@@H](C(=O)OC)NC(=O)OCC1=CC=CC=C1